Cl.ClCC1=NC=C(C=C1)F 2-(chloromethyl)-5-fluoropyridine hydrochloride